C=CCCCCCCC n-nonanen